3-(1-(difluoromethyl)cyclopropyl)-4-iodo-1H-pyrazole FC(C1(CC1)C1=NNC=C1I)F